C1(CCCCC1)[C@@H](C(=O)NC1=C(C=C(C=C1)[C@@H]([C@H](C(=O)N1CCN(CC1)C)NC(CC)=O)C)F)NC(=O)C1=COC2=C1C=NC=C2 N-[(2R,3S)-3-{4-[(2S)-2-cyclohexyl-2-({furo[3,2-c]pyridin-3-yl}formamido)acetamido]-3-fluorophenyl}-1-(4-methylpiperazin-1-yl)-1-oxobutan-2-yl]propanamide